FC=1C=2N(C=CC1)N=C(C2)[C@@H]2N(CCC1=C2N=CN1)C1=NC=C(C=N1)C(F)(F)F (R)-4-(4-fluoropyrazolo[1,5-a]pyridin-2-yl)-5-(5-(trifluoromethyl)pyrimidin-2-yl)-4,5,6,7-tetrahydro-1H-imidazo[4,5-c]pyridine